5-((S)-2,2-dimethyltetrahydro-2H-pyran-4-yl)-7-methoxy-1-((1S,2S)-2-methyl-1-(5-carbonyl-4,5-dihydro-1,2,4-oxadiazol-3-yl)cyclopropyl)-1H-indole-2-carboxylic acid CC1(OCC[C@@H](C1)C=1C=C2C=C(N(C2=C(C1)OC)[C@@]1([C@H](C1)C)C1=NOC(N1)=C=O)C(=O)O)C